Copper Chloride Dihydrate O.O.[Cu](Cl)Cl